C(CCCCCCC\C=C/C\C=C/CCCCC)(=O)OCC(CCCCCCC=CCC=CCCCCCCCC(=O)[O-])CCCCCCC=CCC=CCCCCCCCC(=O)[O-] 2-(((9Z,12Z)-octadeca-9,12-dienoyloxy)methyl)propane-1,3-diylbis(octadeca-9,12-dienoate)